3,3-dimethyl-6-[(2,4,6-trifluorophenyl)methyl]-2,4-dihydropyrrolo[3,2-b]pyridin-5-one CC1(CNC2=C1NC(C(=C2)CC2=C(C=C(C=C2F)F)F)=O)C